2-(trimethylsilyl)ethyl 4,4-difluoro-3-(6-oxo-1-(pyridin-2-ylmethyl)-1,6-dihydropyridin-3-yl)piperidine-1-carboxylate FC1(C(CN(CC1)C(=O)OCC[Si](C)(C)C)C1=CN(C(C=C1)=O)CC1=NC=CC=C1)F